CS(=O)(=O)C=1C=C(CNC2=NC(=NC=C2C(F)(F)F)NC2=CC=C(C=C2)C2CCN(CC2)CC2=C(C=CC=C2)C2C(NC(CC2)=O)=O)C=CC1 3-(2-((4-(4-((4-((3-(methylsulfonyl)benzyl)amino)-5-(trifluoromethyl)pyrimidin-2-yl)amino)phenyl)piperidin-1-yl)methyl)phenyl)piperidine-2,6-dione